ClC1=CC=C(C(=N1)C(=O)O)N[C@H](C)C1=C2N=C(C(=NC2=CC(=C1)C)C#N)N1CC(OC(C1)C)C1CC1 6-chloro-3-(((1R)-1-(2-cyano-3-(2-cyclopropyl-6-methylmorpholino)-7-methylquinoxalin-5-yl)ethyl)amino)picolinic acid